C1=NC=CC2=CC=C(C=C12)C1CCN(CC1)C1=C(C(N(C2=CC=CC=C12)C)=O)C#N 4-(isoquinolin-7-yl)piperidin-1-yl-1-methyl-2-oxo-1,2-dihydroquinoline-3-carbonitrile